NC=1C=C2C(=NC1)C(N(C2=O)C)(C)C 3-amino-6,7,7-trimethyl-6,7-dihydro-5H-pyrrolo[3,4-b]pyridin-5-one